7-(2-hydroxypropan-2-yl)-1-(2-methyl-3-(4-oxoquinazolin-3(4H)-yl)phenyl)pyrrolo[1,2-a]quinoxalin-4(5H)-one OC(C)(C)C=1C=C2NC(C=3N(C2=CC1)C(=CC3)C3=C(C(=CC=C3)N3C=NC1=CC=CC=C1C3=O)C)=O